Imidazole-2-Carboxylic acid ethyl ester hydrochloride Cl.C(C)OC(=O)C=1NC=CN1